C1(CCCCC1)[Sn](C1CCCCC1)(O)O dicyclohexyl-tin hydroxide